4-methyl-7-(5-methyl-3-nitro-1H-pyrazol-1-yl)-4-azaspiro[2.5]octane CN1C2(CC2)CC(CC1)N1N=C(C=C1C)[N+](=O)[O-]